N1N=CC=C1CN1CCC(CC1)C=1C=C2C(=C(NC2=CC1)C1=CC(=NC=C1C)C)C(C)C 5-(1-((1H-pyrazol-5-yl)methyl)piperidin-4-yl)-2-(2,5-dimethylpyridin-4-yl)-3-isopropyl-1H-indole